OC1C=C(CC1)C(=O)O 3-hydroxycyclopent-1-enecarboxylic acid